(S)-4-((3-chloro-4-fluorophenyl)(methyl)-carbamoyl)-2-oxoimidazolidine-1,3-dicarboxylic acid 3-benzyl ester 1-tert-butyl ester C(C)(C)(C)OC(=O)N1C(N([C@@H](C1)C(N(C)C1=CC(=C(C=C1)F)Cl)=O)C(=O)OCC1=CC=CC=C1)=O